1-ethyl-3-(3-fluoro-4-((4-(2-fluoro-6-(1H-pyrazol-1-yl)pyridin-3-yl)piperazin-1-yl)methyl)pyridin-2-yl)urea C(C)NC(=O)NC1=NC=CC(=C1F)CN1CCN(CC1)C=1C(=NC(=CC1)N1N=CC=C1)F